CC=1C=CC(=C(C=O)C1)OCC#CC1=CC=CC=C1 5-methyl-2-((3-phenylprop-2-yn-1-yl)oxy)benzaldehyde